P([O-])([O-])[O-].P(O)(O)O.[Al+3] aluminum hydrogenphosphite monophosphite